4-bromo-5-(4-fluoro-2,6-dimethoxyphenoxy)-1-methylpyridin-2(1H)-one BrC1=CC(N(C=C1OC1=C(C=C(C=C1OC)F)OC)C)=O